NC(C(=O)OC)CC=1NC=CN1 methyl 2-amino-3-(1H-imidazol-2-yl)propanoate